(4R)-1-[4-({8-[(2R,3S)-3-[(ethanesulfonyl)meth-yl]-2-methylazetidin-1-yl]-5-(propan-2-yl)-2,6-naphthyridin-3-yl}amino)pyrimidin-2-yl]-3,3-difluoro-4-methylpiperidin-4-ol C(C)S(=O)(=O)C[C@@H]1[C@H](N(C1)C=1C=NC(=C2C=C(N=CC12)NC1=NC(=NC=C1)N1CC([C@@](CC1)(O)C)(F)F)C(C)C)C